C(C)NCC1=CC=C(C(=N1)C)N1N=CC(=C1)C1=NC(=NC=C1C#N)NC1CCN(CC1)S(=O)(=O)CC 4-(1-(6-((Ethylamino)methyl)-2-methylpyridin-3-yl)-1H-pyrazol-4-yl)-2-((1-(ethylsulfonyl)piperidin-4-yl)amino)pyrimidine-5-carbonitrile